4-(prop-2-en-1-yl)piperidine hydrochloride Cl.C(C=C)C1CCNCC1